(S)-N-(4-(3-aminopyrrolidin-1-yl)-1,2-dimethyl-1H-benzo[d]imidazol-5-yl)-2-(2-methoxyphenyl)-3-oxo-2,3-dihydropyridazine-4-carboxamide N[C@@H]1CN(CC1)C1=C(C=CC=2N(C(=NC21)C)C)NC(=O)C=2C(N(N=CC2)C2=C(C=CC=C2)OC)=O